tert-Butyl N-[(6-bromo-2-chloro-3-pyridyl)methyl]-N-[[(2S)-5-oxopyrrolidin-2-yl]methyl]carbamate BrC1=CC=C(C(=N1)Cl)CN(C(OC(C)(C)C)=O)C[C@H]1NC(CC1)=O